C1(=CC=CC=C1)NC(=O)NC1=CC(=CC(=C1)C(F)(F)F)C(F)(F)F 1-phenyl-3-(3,5-bis(trifluoromethyl)phenyl)urea